Acrylic acid 2-propylheptyl ester C(CC)C(COC(C=C)=O)CCCCC